BrC(CCP(O)(=O)CCC(=O)OCC)C (3-bromobutyl)(3-ethoxy-3-oxopropyl)phosphinic acid